ClC1=CC(=C(C=C1F)C=1C2=C(N=C(N1)C=1CCO[C@H](C1)C=1C=NN(C1)C1CC1)N=C(S2)N(C)C)F 7-(4-chloro-2,5-difluoro-phenyl)-5-[(6R)-6-(1-cyclopropylpyrazol-4-yl)-3,6-dihydro-2H-pyran-4-yl]-N,N-dimethyl-thiazolo[4,5-d]pyrimidin-2-amine